ClC1=CC=C(C(=N1)C=1C=NN(C1)C)NC(C)C=1C=C(C=C2C(N(C=3N(C12)C=NC3C(=O)N3CC(C3)O)C)=O)C 9-(1-((6-chloro-2-(1-methyl-1H-pyrazol-4-yl)pyridin-3-yl)amino)ethyl)-3-(3-hydroxyazetidine-1-carbonyl)-4,7-dimethylimidazo[1,5-a]quinazolin-5(4H)-one